3-(1-oxo-5-((8-(piperazin-1-yl)octyl)thio)isoindolin-2-yl)piperidine-2,6-dione O=C1N(CC2=CC(=CC=C12)SCCCCCCCCN1CCNCC1)C1C(NC(CC1)=O)=O